4-{(1S,3S)-2,2-dimethyl-3-[5-(3-oxo-3,4-dihydro-2H-1,4-benzoxazin-8-yl)-1,2,4-oxadiazol-3-yl]cyclopropyl}benzenesulfonamide CC1([C@H]([C@@H]1C1=NOC(=N1)C1=CC=CC=2NC(COC21)=O)C2=CC=C(C=C2)S(=O)(=O)N)C